3-(2-fluoro-2,3-dihydro-1H-inden-5-yl)tetrahydro-1H-pyrrolizin FC1CC2=CC=C(C=C2C1)C1CCC2=CCCN12